(2Z)-6-(4-hydroxy-2-methylphenyl)-2-(hydroxyimino)-2,3-dihydro-1H-inden-1-one OC1=CC(=C(C=C1)C1=CC=C2C/C(/C(C2=C1)=O)=N/O)C